ethyl 4-(5-([1,1'-biphenyl]-3-yl)-1-(benzyloxy)-1H-pyrazol-4-yl)piperidine-1-carboxylate C1(=CC(=CC=C1)C1=C(C=NN1OCC1=CC=CC=C1)C1CCN(CC1)C(=O)OCC)C1=CC=CC=C1